CC1CC(C1)C(=O)[O-] 3-methylcyclobutane-1-carboxylate